C1(CC2=CC=CC3=CC=CC1=C23)C2=CN=CN2 5-(1,2-Dihydrocyclopenta[3,2,1-ij]naphthalen-1-yl)-1H-imidazole